C1(CC1)C1=C(N=NC(=C1)N[C@H]1CN(CCC1)CC)C1=C(C=C(C=C1)C#C)O (R)-2-(4-cyclopropyl-6-((1-ethylpiperidin-3-yl)amino)pyridazin-3-yl)-5-ethynyl-phenol